C(C1=CC=CC=C1)NC1=C2C(=C(N(C2=CC(=C1)F)C1=CC=C(C=C1)F)C(COC)(C)C)C1=CC=C(C(=O)O)C=C1.[N+](=O)([O-])C1=CC(=C(CN2CCC(CC2)N2CCOCC2)C=C1)C(F)(F)F 4-(1-(4-Nitro-2-(trifluoromethyl)benzyl)piperidin-4-yl)morpholine 4-[4-(benzylamino)-6-fluoro-1-(4-fluorophenyl)-2-(2-methoxy-1,1-dimethyl-ethyl)indol-3-yl]benzoate